benzotriazol-1-yl-oxytripyrrolidino-phosphonium hexafluorophosphate F[P-](F)(F)(F)(F)F.N1(N=NC2=C1C=CC=C2)O[P+](N2CCCC2)(N2CCCC2)N2CCCC2